3-(3,5-dimethyl-1-(3-methyl-[1,2,4]triazolo[4,3-b]pyridazin-6-yl)-1H-pyrazol-4-yl)-1-(4-(pyridin-2-ylmethyl)piperazin-1-yl)propan-1-one CC1=NN(C(=C1CCC(=O)N1CCN(CC1)CC1=NC=CC=C1)C)C=1C=CC=2N(N1)C(=NN2)C